methyl 2-((2-(3-((tert-butoxycarbonyl) (6-methoxy-3-nitropyridin-2-yl) amino)-propyl)-4-fluorophenyl) amino)-4-chloro-5-fluoro-benzoate C(C)(C)(C)OC(=O)N(CCCC1=C(C=CC(=C1)F)NC1=C(C(=O)OC)C=C(C(=C1)Cl)F)C1=NC(=CC=C1[N+](=O)[O-])OC